O[C@@H](COC1=CC=C(C=C1)N1C(N2C(CN(C(C2)C)C(=O)OC(C)(C)C)=C1C(NCC1=C(C=CC=C1)C1=NC=NC=C1)=O)=O)C tert-butyl 2-{4-[(2R)-2-hydroxypropoxy]phenyl}-6-methyl-3-oxo-1-({[2-(pyrimidin-4-yl)phenyl]methyl}carbamoyl)-5H,6H,8H-imidazo[1,5-a]pyrazine-7-carboxylate